N-((3R,4S)-4-((6-(2,6-dichloro-3,5-dimethoxyphenyl)-8-(1-(tetrahydrofuran-3-yl)-1H-pyrazol-4-yl)pyrido[3,4-d]pyrimidin-2-yl)amino)tetrahydrofuran-3-yl)acrylamide ClC1=C(C(=C(C=C1OC)OC)Cl)C1=CC2=C(N=C(N=C2)N[C@H]2[C@H](COC2)NC(C=C)=O)C(=N1)C=1C=NN(C1)C1COCC1